C1(CC1)C1=NOC=N1 3-Cyclopropyl-[1,2,4]oxadiazol